FC1=CC=C2C=C(C=NC2=C1F)NC1=NC(=NC=C1)NC1=CC(=C(C=C1)OC1CC(C1)N(C)C)OC 4-(7,8-difluoro-3-quinolylamino)-2-{3-methoxy-4-[(1s,3s)-3-(dimethylamino)cyclobutoxy]phenylamino}pyrimidine